C1(CCCCC1)NC1=C(C(=O)N)C=CC(=C1)N1C=CC2=C1N=CN=C2NC2=CC=C(C=C2)C(F)(F)F 2-(cyclohexylamino)-4-(4-((4-(trifluoromethyl)phenyl)amino)-7H-pyrrolo[2,3-d]pyrimidin-7-yl)benzamide